FC1=CC=C(CN(C(=S)NC=2C=C3C=CN=CC3=CC2)CCNC(OC(C)(C)C)=O)C=C1 tert-butyl 2-(1-(4-fluorobenzyl)-3-(isoquinolin-6-yl)thioureido)ethylcarbamate